C1(CC1)C1=NC=NC(=C1C1=NC=2N(CC(N(C2C=N1)C)=O)CC1=CC(=C(C=C1)C=1N(C=C(N1)C(F)(F)F)C)F)OC 2-(4-cyclopropyl-6-methoxypyrimidin-5-yl)-5-methyl-8-(3-fluoro-4-(1-methyl-4-(trifluoromethyl)-1H-imidazol-2-yl)benzyl)-7,8-dihydropteridin-6(5H)-one